4-(4,6-dimethoxy-1,3,5-triazin-2-yl)4-methoxymorpholinium chloride hydrate O.[Cl-].COC1=NC(=NC(=N1)OC)[N+]1(CCOCC1)OC